CN1N=CC(=C1C=1C=C(C=CC1)C1=NN2C(C=CC=C2C(F)(F)F)=N1)C1=NN=CN1C 2-(3-(1-methyl-4-(4-methyl-4H-1,2,4-triazol-3-yl)-1H-pyrazol-5-yl)phenyl)-5-(trifluoromethyl)-[1,2,4]triazolo[1,5-a]pyridine